(E,E)-3,7,11-Trimethyl-2,6,10-dodecatrien-1-ol C\C(=C/CO)\CC\C=C(\CCC=C(C)C)/C